(diisopropylamino)chlorophosphine C(C)(C)N(C(C)C)PCl